sulfo-propoxythioxanthone S(=O)(=O)(O)C1=C(C=2C(C3=CC=CC=C3SC2C=C1)=O)OCCC